3-chloro-N-(4-methyl-3-(2-(methylamino)-8,9-dihydroimidazo[1',2':1,6]pyrido[2,3-d]pyrimidin-6-yl)phenyl)-4-(trifluoromethyl)picolinamide ClC=1C(=NC=CC1C(F)(F)F)C(=O)NC1=CC(=C(C=C1)C)C1=CC2=C(N=C(N=C2)NC)N2C1=NCC2